(3S,4S)-1-cyclopentyl-4-{[5-(2,4-difluoro-phenyl)-isoxazole-3-carbonyl]-amino}-piperidine-3-carboxylic acid dimethylamide CN(C(=O)[C@H]1CN(CC[C@@H]1NC(=O)C1=NOC(=C1)C1=C(C=C(C=C1)F)F)C1CCCC1)C